ClC=1C=C(C=C(C1)Cl)N1CCN(CC1)C(C(CC(CCN1C(C2=CC=CC=C2C1=O)=O)=O)C)=O 2-[6-[4-(3,5-dichlorophenyl)piperazin-1-yl]-5-methyl-3,6-dioxo-hexyl]isoindoline-1,3-dione